The molecule is an N-acyl-1-O-beta-D-glucosyl-4-hydroxy-15-methylhexadecasphinganine in which the acyl group has 20 carbons and 0 double bonds. It derives from a 15-methylhexadecaphytosphingosine. CCCCCCCCCCCCCCCCCCCC(=O)N[C@@H](CO[C@H]1[C@@H]([C@H]([C@@H]([C@H](O1)CO)O)O)O)[C@@H]([C@@H](CCCCCCCCCCC(C)C)O)O